OO hydroxyl alcohol